FC=1C=C2CCOC(C2=C(C1)CC(=O)OC)(C)C Methyl 2-(6-fluoro-1,1-dimethylisochroman-8-yl)acetate